C(=O)(C(=C)C)OCCC[Si](OC)(OC)OC 3-(methacryloxyl)propyl-trimethoxysilane